triphosphoramidite P([O-])(OP([O-])OP([O-])[O-])N